4-[4-[(E)-3-Oxo-3-phenylprop-1-enyl]phenoxy]benzene-1,3-dicarboxylic acid O=C(/C=C/C1=CC=C(OC2=C(C=C(C=C2)C(=O)O)C(=O)O)C=C1)C1=CC=CC=C1